FC1=CC=C(C=C1)[C@H](CCC=O)NC(=O)C1(CCN(CC1)C(=O)OC(C)(C)C)O tert-butyl (S)-4-((1-(4-fluorophenyl)-4-oxobutyl)carbamoyl)-4-hydroxypiperidine-1-carboxylate